C(C1=CC=CC=C1)N1C(=CC(=C1)C1=C(C=CC(=C1)F)F)[C@@H](C(C)(C)C)N(CC[C@@H](C(=O)O)NC(=O)OCC1C2=CC=CC=C2C=2C=CC=CC12)C([C@H](C)OC)=O (2S)-4-({(1R)-1-[1-Benzyl-4-(2,5-difluorophenyl)-1H-pyrrol-2-yl]-2,2-dimethylpropyl}[(2S)-2-methoxypropanoyl]amino)-2-{[(9H-fluoren-9-ylmethoxy)carbonyl]amino}butanoic acid